ethyl 4-((3-(2-cyanoethoxy)cyclopentyl)amino)-1H-pyrrolo[2,3-b]pyridine-5-carboxylate C(#N)CCOC1CC(CC1)NC1=C2C(=NC=C1C(=O)OCC)NC=C2